C[C@@H]1OC[C@H]1N1C(=CC2=C1N=C(N=C2)NC=2C(=NN(C2)C)OC(C)C)C#N 7-[(2S,3R)-2-Methyloxetan-3-yl]-2-[(1-methyl-3-propan-2-yloxypyrazol-4-yl)amino]pyrrolo[2,3-d]pyrimidine-6-carbonitrile